(2R,3S,4S)-4-hydroxy-2-{[4-(1-methyl-1,2,3-triazol-4-yl)phenyl]methyl}pyrrolidin-3-yl N-benzylcarbamate C(C1=CC=CC=C1)NC(O[C@H]1[C@H](NC[C@@H]1O)CC1=CC=C(C=C1)C=1N=NN(C1)C)=O